C[S+](C)CC(=O)[O-].CC(C(=S)O)C dimethyl-thioacetic acid (dimethylsulfonioacetate)